2-amino-4-(3-methylanilino)-6-methylaminopyrimidine NC1=NC(=CC(=N1)NC1=CC(=CC=C1)C)NC